NCC1(CC1)C1CCN(CC1)C(=O)OC(C)(C)C tert-butyl 4-(1-(aminomethyl)cyclopropyl)piperidine-1-carboxylate